CN1N=CC(=C1)NC1=NC=C(C(=N1)NCC1=C(C=CC=C1)C(F)(F)F)C(=O)N 2-((1-methyl-1H-pyrazol-4-yl)amino)-4-((2-trifluoromethylbenzyl)amino)pyrimidin-5-carboxamide